CC1=C(N)C=C(C(=C1)CC1=C(C=CC=C1)C)C 2,5-dimethyl-4-(2-methylbenzyl)aniline